(S)-5-(2-Aminopropoxy)-2-methyl-N-(1-(7-(prop-1-en-2-yl)quinolin-5-yl)cyclopropyl)benzamide N[C@H](COC=1C=CC(=C(C(=O)NC2(CC2)C2=C3C=CC=NC3=CC(=C2)C(=C)C)C1)C)C